N-(3-{1H-imidazolo[4,5-c]pyridin-2-yl}phenyl)-6-phenylpyridazin-3-amine N1C(=NC=2C=NC=CC21)C=2C=C(C=CC2)NC=2N=NC(=CC2)C2=CC=CC=C2